4-(8-ethyl-5,6,7,8-tetrahydropyrido[4,3-d]pyrimidin-2-yl)piperazine-1-carboxylic acid tert-butyl ester C(C)(C)(C)OC(=O)N1CCN(CC1)C=1N=CC2=C(N1)C(CNC2)CC